(Z)-4-octen-1-ol C(CC\C=C/CCC)O